N[C@H](C(=O)O)CC[S@](=O)(=N)CC[C@@](C(F)(F)F)(C)O (S)-2-amino-4-((R,3R)-4,4,4-trifluoro-3-hydroxy-3-methylbutylsulfonimidoyl)butanoic acid